4-[1-(3,4-difluorophenyl)-4-hydroxy-2-tetrahydropyran-4-yl-indol-3-yl]-3-fluoro-benzoic acid FC=1C=C(C=CC1F)N1C(=C(C2=C(C=CC=C12)O)C1=C(C=C(C(=O)O)C=C1)F)C1CCOCC1